C(C=C)(=O)N1CC2C3=C(N(N=C3CC1)C1=C(C#N)C=C(C=C1)C1CCC1)CCN2 2-(7-acryloyl-3,4,5,5a,6,7,8,9-octahydro-2H-1,2,5,7-tetraazabenzo[cd]azulen-2-yl)-5-cyclobutylbenzonitrile